4-[4-(1,3-Dimethyl-1H-indazol-5-yl)piperidin-1-yl]-1-methyl-2-oxo-1,2-dihydroquinoline-3-carbonitrile CN1N=C(C2=CC(=CC=C12)C1CCN(CC1)C1=C(C(N(C2=CC=CC=C12)C)=O)C#N)C